S(=O)(=O)(C)C1=C(C=O)C=CC=C1 2-mesylbenzaldehyde